4-amino-N-methyl-N-((4S)-1-methyl-7-(1-methyl-1H-pyrazol-4-yl)isochroman-4-yl)imidazo[1,5-a]quinoxaline-8-carboxamide NC=1C=2N(C3=CC(=CC=C3N1)C(=O)N([C@@H]1COC(C3=CC(=CC=C13)C=1C=NN(C1)C)C)C)C=NC2